Bis-(di-tert-butylphosphino)ferrocen C(C)(C)(C)P(C(C)(C)C)[C-]1C=CC=C1.[C-]1(C=CC=C1)P(C(C)(C)C)C(C)(C)C.[Fe+2]